5-Methoxy-2,2-dimethyl-N-(3-methyl-1-(2-(pyridin-3-yl)ethyl)-1H-indazol-6-yl)-2H-chromene-6-carboxamide COC1=C2C=CC(OC2=CC=C1C(=O)NC1=CC=C2C(=NN(C2=C1)CCC=1C=NC=CC1)C)(C)C